(R)-3-(cyclobutylmethyl)-N-hydroxy-4-oxo-4-((S)-6-(thiazole-2-carbonyl)-5-azaspiro[2.4]heptan-5-yl)butanamide C1(CCC1)C[C@H](CC(=O)NO)C(N1CC2(CC2)C[C@H]1C(=O)C=1SC=CN1)=O